FC1=CC=C(OC2CNC2)C=C1 3-(4-fluorophenoxy)-azetidine